CN1C(C(=C(C=C1C)[O-])NC(N[C@@H](CC(=O)[O-])C=1C=C(C=C(C1)F)C1=C(C=CC=C1C)C)=O)=O.[Na+].[Na+] sodium (S)-3-(3-(1,6-dimethyl-4-oxido-2-oxo-1,2-dihydropyridin-3-yl)ureido)-3-(5-fluoro-2',6'-dimethylbiphenyl-3-yl)propanoate